4-[1-(4-bromophenyl)-1-methylethyl]morpholine BrC1=CC=C(C=C1)C(C)(C)N1CCOCC1